N-[2-[[4-[3-cyano-5-(4-pyridyl)phenyl]thiazol-2-yl]amino]-2-oxo-ethyl]-3-isopropylsulfonyl-benzamide C(#N)C=1C=C(C=C(C1)C1=CC=NC=C1)C=1N=C(SC1)NC(CNC(C1=CC(=CC=C1)S(=O)(=O)C(C)C)=O)=O